N-(5-(1-ethyl-1H-pyrazol-3-yl)-4-((3-(2-methoxyethoxy)-5-(methylsulfonyl)phenyl)amino)pyridin-2-yl)acetamide C(C)N1N=C(C=C1)C=1C(=CC(=NC1)NC(C)=O)NC1=CC(=CC(=C1)S(=O)(=O)C)OCCOC